N8-(3-chlorophenyl)-N2-(4-methyltetrahydro-2H-pyran-4-yl)-9-(2-(piperidin-1-yl)ethyl)-9H-purine-2,8-diamine ClC=1C=C(C=CC1)NC=1N(C2=NC(=NC=C2N1)NC1(CCOCC1)C)CCN1CCCCC1